C(C)OCCOC=1C=C(C=CC1)/C=C/C(=O)C1=C(C=C(C=C1)OC)O (E)-3-[3-(2-Ethoxyethoxy)phenyl]-1-(2-hydroxy-4-methoxyphenyl)prop-2-en-1-one